1-[4-(Trifluoromethyl)phenyl]propan-1-amine FC(C1=CC=C(C=C1)C(CC)N)(F)F